2-chloro-N-(2-methoxyethyl)-6-methyl-pyrimidin-4-amine ClC1=NC(=CC(=N1)NCCOC)C